boratetracene B1=CC=CC2=CC3=CC4=CC=CC=C4C=C3C=C12